N,N-dimethyl-2-(2-amino-4-[18F]fluorophenylthio)benzylamine CN(C)CC1=C(C=CC=C1)SC1=C(C=C(C=C1)[18F])N